C(C1=CC=CC=C1)OC(=O)N1OCCC1N1C(N=C(C=C1)N)=O 3-(4-amino-2-oxopyrimidin-1(2H)-yl)isoxazolidine-2-carboxylic acid benzyl ester